CC1=NNC2=CC=C(C=C12)C1NCC(CC1)C 3-methyl-5-(5-methyl-2-piperidyl)-1H-indazole